C1(CC1)C=1C=CC=2N(C1)C=C(N2)CN2N=CC(=C2)C(=O)N 1-((6-cyclopropylimidazo[1,2-a]pyridin-2-yl)methyl)-1H-pyrazole-4-carboxamide